5-Nitro-1,2,3,4-tetrahydroisoquinoline [N+](=O)([O-])C1=C2CCNCC2=CC=C1